5-(2-fluoro-6-hydroxy-3-(prop-1-yn-1-yl-d3)phenyl)-1,2,5-thiadiazolidin-3-one 1,1-dioxide FC1=C(C(=CC=C1C#CC([2H])([2H])[2H])O)N1CC(NS1(=O)=O)=O